[N+](=O)([O-])C1=CC=C(C2=NON=C21)N2C[C@H](CC2)N (S)-(+)-4-nitro-7-(3-aminopyrrolidine-1-yl)-2,1,3-benzoxadiazole